{5-(iminomethyl)furan-2-yl}methanamide N=CC1=CC=C(O1)NC=O